N-[(5-phenyl-1,3,4-thiadiazol-2-yl)methyl]-5-propyl-isoxazole-3-carboxamide C1(=CC=CC=C1)C1=NN=C(S1)CNC(=O)C1=NOC(=C1)CCC